N-(4-methoxyphenyl)-4-(trifluoromethyl)phenethylamine COC1=CC=C(C=C1)NCCC1=CC=C(C=C1)C(F)(F)F